CC(=CCCO)CCC=C(CCC=C(C)C)C 4,8,12-trimethyltrideca-3,7,11-trien-1-ol